aluminum formate C(=O)[O-].[Al+3].C(=O)[O-].C(=O)[O-]